C(C)N1C=NN=C1 4-ethyl-4H-1,2,4-triazole